2-(6-(((1S,3S,5R,7S)-7-fluoro-1,8-dimethyl-8-azabicyclo[3.2.1]octan-3-yl)(methyl)amino)pyridazin-3-yl)-5-(1H-imidazol-1-yl)phenol F[C@H]1C[C@H]2C[C@@H](C[C@@]1(N2C)C)N(C2=CC=C(N=N2)C2=C(C=C(C=C2)N2C=NC=C2)O)C